[5-[(1R)-1-(3,5-dichloro-4-pyridinyl)ethoxy]-6-methoxy-1H-indazol-3-yl]-2-[3-(2-hydroxyethylamino)-3-methyl-azetidin-1-yl]pyridine-3-carbonitrile ClC=1C=NC=C(C1[C@@H](C)OC=1C=C2C(=NNC2=CC1OC)C1=C(C(=NC=C1)N1CC(C1)(C)NCCO)C#N)Cl